N-(11-bromoundecyl)-N-tert-butoxycarbonyl-carbamic acid tert-butyl ester C(C)(C)(C)OC(N(C(=O)OC(C)(C)C)CCCCCCCCCCCBr)=O